(1R)-1-[5-(2,6-dimethylbenzyl)-1,2,4-oxadiazol-3-yl]-6-azaspiro[2.5]octane-6-sulfonamide CC1=C(CC2=NC(=NO2)[C@@H]2CC23CCN(CC3)S(=O)(=O)N)C(=CC=C1)C